(Z)-2-cyano-3-(3,4-dimethoxy-5-nitrophenyl)-3-hydroxy-N-propylacrylamide C(#N)/C(/C(=O)NCCC)=C(/O)\C1=CC(=C(C(=C1)[N+](=O)[O-])OC)OC